[Cs].N1=CC(=CC=C1)C=1C=C(C=CC1)C1=CC=CC(=N1)C1=C(C(=CC(=C1)C1=CC(=CC=C1)C=1C=NC=CC1)C1=CC(=CC=C1)C=1C=NC=CC1)O 2-(6-(3-(pyridin-3-yl)phenyl)pyridin-2-yl)-4,6-bis(3-pyridin-3-ylphenyl)phenol cesium